(2S,3R,4R)-1-acetyl-2-cyclopropyl-4-((6-methoxypyridin-2-yl)amino)-3-methyl-1,2,3,4-tetrahydroquinoline-6-carboxamide C(C)(=O)N1[C@H]([C@@H]([C@H](C2=CC(=CC=C12)C(=O)N)NC1=NC(=CC=C1)OC)C)C1CC1